CC1=NOC(=C1)CC(=O)N 2-(3-methyl-1,2-oxazol-5-yl)acetamide